C12CCC(CC1)N2C2=C(C(=NC=1N2N=CN1)C)CC1=CC=C(C=C1)[SH2](=O)C=N {4-[(7-{7-azabicyclo[2.2.1]heptan-7-yl}-5-methyl-[1,2,4]triazolo[1,5-a]pyrimidin-6-yl)methyl]phenyl}(imino)methyl-λ6-sulfanone